cyclobutyl (3S)-3-(((4-(tert-butyl)phenoxy) (perfluorophenoxy)phosphoryl)amino)butanoate C(C)(C)(C)C1=CC=C(OP(=O)(OC2=C(C(=C(C(=C2F)F)F)F)F)N[C@H](CC(=O)OC2CCC2)C)C=C1